COC(=O)C1N(CCNC1)C(C)C 1-(propan-2-yl)piperazine-2-carboxylic acid methyl ester